C1(=CC=C(C=C1)C1=CC2=C(C(=N1)C)C(N(C2=O)C)=O)C2=CC=CC=C2 6-([1,1'-biphenyl]-4-yl)-2,4-dimethyl-1H-pyrrolo[3,4-c]pyridine-1,3(2H)-dione